3-amino-3-{[1-(pentanoyloxy)propan-2-yl]carbamoyl}propanoic acid NC(CC(=O)O)C(NC(COC(CCCC)=O)C)=O